tert-butyl (R)-3-((S)-1-((S)-4-benzyl-2-oxooxazolidin-3-yl)-3-(6-bromobenzo[b]thiophen-2-yl)-1-oxopropan-2-yl)pyrrolidine-1-carboxylate C(C1=CC=CC=C1)[C@@H]1N(C(OC1)=O)C([C@@H](CC1=CC2=C(S1)C=C(C=C2)Br)[C@@H]2CN(CC2)C(=O)OC(C)(C)C)=O